ClC1=C(C(=O)N)C=C(C=C1)CN1N=NC(=C1)C1=C(N=C2N1C=CC=C2)C2=CC=C(C=C2)Cl 2-Chloro-5-((4-(2-(4-chlorophenyl)imidazo[1,2-a]pyridin-3-yl)-1H-1,2,3-triazol-1-yl)methyl)benzamide